COCCOCCOCCOCCOC1=NC=C(C(=C1)C)B1OC(C(O1)(C)C)(C)C 2-[2-[2-[2-(2-methoxyethoxy)ethoxy]ethoxy]ethoxy]-4-methyl-5-(4,4,5,5-tetramethyl-1,3,2-dioxaborolan-2-yl)pyridine